COC=1C=C(C=CC1)N1NC(C=2C=NC(=CC21)NC2=NC=C(C#N)C=C2)=O 6-((1-(3-methoxyphenyl)-3-oxo-2,3-dihydro-1H-pyrazolo[4,3-c]pyridin-6-yl)amino)nicotinonitrile